(R)-(6-(7-chloro-5H-pyrrolo[2,3-b]pyrazine-2-yl)-8-(morpholin-3-yl)-3,4-dihydroisoquinolin-2(1H)-yl)(morpholino)methanone ClC1=CNC2=NC=C(N=C21)C=2C=C1CCN(CC1=C(C2)[C@H]2NCCOC2)C(=O)N2CCOCC2